N1=CC=C(C=C1)C1=CC=NC=C1 4,4'-Bipyridyl